C(CCC)N(C(=O)NC=1C=C2C(=CNC2=CC1)C1=CCN2CCCCC2CC1)C(C)C N-butyl-N-isopropyl-N'-(3-(1-azabicyclo[5.4.0]undec-3-en-4-yl)-1H-indol-5-yl)urea